COC1=CC=C(C=C1)C(OC[C@@]1(COC[C@@H](O1)N1C2=NC=NC(=C2N=C1)N)CO[Si](C(C)C)(C(C)C)C(C)C)(C1=CC=CC=C1)C1=CC=C(C=C1)OC 9-[(2R,6S)-6-[[bis(4-methoxyphenyl)-phenyl-methoxy]methyl]-6-(triisopropylsilyl-oxy-methyl)-1,4-dioxan-2-yl]purin-6-amine